C(C)C(CCCC(=O)[O-])CCC(C(CC)C)C 3-Ethyl-6,7-dimethylnonylacetat